(S)-(2,3-epoxypropyl)-2-methyl-5-nitroimidazole C([C@H]1CO1)C=1N=C(NC1[N+](=O)[O-])C